C1=CC(=C(N=C1)C(=O)O)O The molecule is a monohydroxypyridine that is picolinic acid in which the hydrogen at position 3 is replaced by a hydroxy group. It is used as a matrix in matrix-assisted laser desorption/ionization (MALDI) mass spectrometry for the analysis of oligonucleotides. It has a role as a MALDI matrix material. It is a monohydroxypyridine and a monocarboxylic acid.